C[Sn](C=1C=CC(=NC1)C#N)(C)C 5-(trimethylstannyl)picolinonitrile